methyl 2-((tert-butoxycarbonyl) amino)-7-((3',4'-difluoro-[1,1'-biphenyl]-2-yl) oxy)-1,2,3,4-tetrahydronaphthalene-2-carboxylate C(C)(C)(C)OC(=O)NC1(CC2=CC(=CC=C2CC1)OC1=C(C=CC=C1)C1=CC(=C(C=C1)F)F)C(=O)OC